C(C)(=O)O[C@H](C[C@H](C(C)C)N(C([C@H]([C@H](CC)C)NC(=O)[C@@H]1N(CCCC1)C(=O)OC(C)(C)C)=O)CCCCCC)C=1SC=C(N1)C(=O)O 2-[(1R,3R)-1-(Acetyloxy)-3-[(2S,3S)-2-{[(2R)-1-[(tert-butoxy)carbonyl]piperidin-2-yl]formamido}-N-hexyl-3-methylpentanamido]-4-methylpentyl]-1,3-thiazole-4-carboxylic acid